(1'S)-1'H-spiro[cyclopropane-1,4'-isochromen] C1OCC2(C3=CC=CC=C13)CC2